trans-N-(8-Chloro-6-(4-ethylpyridin-3-yl)cinnolin-3-yl)-2-cyanocyclopropanecarboxamide ClC=1C=C(C=C2C=C(N=NC12)NC(=O)[C@H]1[C@@H](C1)C#N)C=1C=NC=CC1CC